[Fe].[Na].C(CN(CC(=O)O)CC(=O)O)N(CC(=O)O)CC(=O)O ethylenediaminetetraacetic acid sodium iron